C(C)OC[C@]1(CN(CC1)C1C=2C=CC=NC2C(NC1(C)C)=O)CCC1=CC=C(C=C1)F |o1:4| 5-((R or S)-3-(ethoxymethyl)-3-(4-fluorophenethyl)pyrrolidin-1-yl)-6,6-dimethyl-6,7-dihydro-1,7-naphthyridin-8(5H)-one